2-(4-(6-((2-aminobenzyl)oxy)pyridin-2-yl)-2-fluorobenzyl)-1-(2-methoxyethyl)-1H-benzo[d]imidazole-6-carboxylate NC1=C(COC2=CC=CC(=N2)C2=CC(=C(CC3=NC4=C(N3CCOC)C=C(C=C4)C(=O)[O-])C=C2)F)C=CC=C1